BrCC(=O)C1=C2C=CC(NC2=CC=C1)=O 5-(2-bromoacetyl)quinolin-2(1H)-one